CC1=C2CC(CC2=C(C=C1B1OC(C(O1)(C)C)(C)C)C)(C(=O)OC)C(=O)OC Dimethyl 4,7-dimethyl-5-(4,4,5,5-tetramethyl-1,3,2-dioxaborolan-2-yl)-1,3-dihydroindene-2,2-dicarboxylate